formaldehyde vinyl-acetate C(=C)CC(=O)O.C=O